F[C@H]1C[C@H](N2N=C(N=C21)[C@@](C)(CC)F)C2=CC=CC=C2 |&1:1,3| rac-(5S,7S)-7-fluoro-2-((R)-2-fluorobutan-2-yl)-5-phenyl-6,7-dihydro-5H-pyrrolo[1,2-b][1,2,4]triazole